OC1=CC(NC(=C1C)C)=O 4-hydroxy-5,6-dimethylpyridine-2(1H)-one